((4-((5-chloropyridin-2-yl)oxy)-3-methyl-phenyl)carbamoyl)-4-methoxycyclohexane-1-carboxamide ClC=1C=CC(=NC1)OC1=C(C=C(C=C1)NC(=O)C1(CCC(CC1)OC)C(=O)N)C